(S)-2-(3-Chloro-4H-thieno[3,2-b]pyrrole-5-carbonyl)-N-((S)-4-hydroxy-3-oxo-1-((S)-2-oxopyrrolidin-3-yl)butan-2-yl)-2-azabicyclo[2.2.2]octane-3-carboxamide ClC1=CSC2=C1NC(=C2)C(=O)N2C1CCC([C@H]2C(=O)N[C@@H](C[C@H]2C(NCC2)=O)C(CO)=O)CC1